1-(6-(piperazin-1-yl)pyridin-3-yl)dihydropyrimidine-2,4(1H,3H)-dione N1(CCNCC1)C1=CC=C(C=N1)N1C(NC(CC1)=O)=O